C1N(CC12CNC2)C(=O)OC(C)(C)C tert-butyl 2,6-diaza-spiro[3.3]heptane-2-carboxylate